The molecule is an L-lysine derivative arising from reductive alkylation of the N(2)-position of L-lysine by pyridoxal-5-phosphate. It has a role as an epitope. It is a L-lysine derivative and an organic phosphate. It derives from a pyridoxal. CC1=NC=C(C(=C1O)CN[C@@H](CCCCN)C(=O)O)COP(=O)(O)O